tert-butyl (7-(((5-cyclopropyl-1,2,4-oxadiazol-3-yl)methyl)amino)-1-(4-(hydroxymethyl)-2-methoxybenzyl)-1H-pyrazolo[4,3-d]pyrimidin-5-yl)carbamate C1(CC1)C1=NC(=NO1)CNC=1C2=C(N=C(N1)NC(OC(C)(C)C)=O)C=NN2CC2=C(C=C(C=C2)CO)OC